C(C1=CC=CC=C1)OCCOCCOCC1=NC=CC(=C1)N(CC1=CC(=CC=C1)OC)CC1=CC(=CC=C1)OC 2-((2-(2-(benzyloxy)ethoxy)ethoxy)methyl)-N,N-bis(3-methoxybenzyl)pyridin-4-amine